ClC1=NC(=NN2C1=NC=C2CC2=CC=CC1=CC=CC=C21)OC[C@H]2N(CC(C2)(F)F)C (S)-4-chloro-2-((4,4-difluoro-1-methylpyrrolidin-2-yl)methoxy)-7-(naphthalen-1-ylmethyl)imidazo[2,1-f][1,2,4]triazine